N1-(7-iodothieno[3,2-d]pyrimidin-2-yl)benzene-1,3-diamine IC1=CSC2=C1N=C(N=C2)NC2=CC(=CC=C2)N